dimethyl(3-(oxazol-5-yl)-4-(prop-2-yn-1-ylamino)phenyl)phosphine oxide CP(C1=CC(=C(C=C1)NCC#C)C1=CN=CO1)(C)=O